2-(2-chloro-4-iodoanilino)-3,4-difluoro-5-[(E)-[(4-methylphenyl)sulfonyl-hydrazono]methyl]benzoic acid methyl ester COC(C1=C(C(=C(C(=C1)/C=N/NS(=O)(=O)C1=CC=C(C=C1)C)F)F)NC1=C(C=C(C=C1)I)Cl)=O